[N+](=O)([O-])C1=C(C=C(C=C1)N1[C@H]2CN([C@@H](C1)CC2)C(=O)OC(C)(C)C)NC2=NC=NC=C2 tert-butyl (1R,4R)-5-{4-nitro-3-[(pyrimidin-4-yl)amino]phenyl}-2,5-diazabicyclo[2.2.2]octane-2-carboxylate